4-(2-chlorobenzoyl)-2-fluorobenzonitrile ClC1=C(C(=O)C2=CC(=C(C#N)C=C2)F)C=CC=C1